C(#N)C1COC1 3-cyano-oxetan